OC1=CC=C(C(=O)NCCCCC(=O)O)C=C1 5-(4-hydroxybenzoamido)pentanoic acid